C(C)(=O)OCC(CNC(CC1=CC=C(C=C1)Cl)=O)OC(C)=O 3-(2-(4-chlorophenyl)acetamido)propane-1,2-diyl diacetate